N1C(NC(C2=C1NC=C2)=O)=O 1,7-dihydro-2H-pyrrolo[2,3-d]pyrimidine-2,4(3H)-dione